BrC=1C=CC2=C(NC(=N2)NCC2=CC(=CC=C2)Cl)C1 6-bromo-N-(3-chlorobenzyl)-1H-benzimidazol-2-amine